methyl 2-chloro-3-(1,4-dimethyl-1H-1,2,3-triazol-5-yl)-5-(phenyl (tetrahydro-2H-pyran-4-yl) methyl)-5H-pyrido[3,2-b]indole-7-carboxylate ClC=1C(=CC=2N(C=3C=C(C=CC3C2N1)C(=O)OC)C(C1CCOCC1)C1=CC=CC=C1)C1=C(N=NN1C)C